3-[(1S,5R)-3,8-diazabicyclo[3.2.1]octan-8-yl]phenol [C@@H]12CNC[C@@H](CC1)N2C=2C=C(C=CC2)O